Tert-butyl 4-(2-(((trans)-4-aminocyclohexyl) oxy) ethyl)-3,3-difluoropiperidine-1-carboxylate N[C@@H]1CC[C@H](CC1)OCCC1C(CN(CC1)C(=O)OC(C)(C)C)(F)F